C(CCCCCCCCCCCCCCCCC)(=O)C(=C)OCC stearoyl-ethoxyethylene